C1(CC1)C1=NN(C=C1)C1=NC(=CC(=N1)NC1CCC(CC1)(F)F)CC 2-(3-cyclopropyl-1H-pyrazol-1-yl)-N-(4,4-difluorocyclohexyl)-6-ethylpyrimidin-4-amine